C(C)(C)N(C)C(C)(C)C N-isopropylt-butylmethylamine